CC1=NC(=NO1)C(\C=C/C(=O)O)C (Z)-4-(5-methyl-1,2,4-oxadiazol-3-yl)pent-2-enoic acid